6-(tert-Butyl)-N-((6-((4-methoxybenzyl)amino)pyridin-2-yl)sulfonyl)-2-(2,2,4-trimethylpyrrolidin-1-yl)nicotinamid C(C)(C)(C)C1=NC(=C(C(=O)NS(=O)(=O)C2=NC(=CC=C2)NCC2=CC=C(C=C2)OC)C=C1)N1C(CC(C1)C)(C)C